[Cl-].[SH+]1C=CC=C1 thiophenium chloride salt